C(C(=C)C)(=O)OCCCCCCCCCCOC(C(=C)C)=O 1,10-decanediol di(methacrylate)